(9H-fluoren-9-yl)methyl (3-((1-((2,2-diethoxyethyl)(2-methylbutyl)amino)-4-methyl-1-oxopentan-2-yl)amino)-3-oxopropyl)carbamate C(C)OC(CN(C(C(CC(C)C)NC(CCNC(OCC1C2=CC=CC=C2C=2C=CC=CC12)=O)=O)=O)CC(CC)C)OCC